2-(2-chloro-N-(2-((5-chloro-2-(4-chloro-1H-1,2,3-triazol-1-yl)phenyl)amino)-2-oxoethyl)acetamido)-3-(4-cyanophenyl)propanoic acid tert-butyl ester C(C)(C)(C)OC(C(CC1=CC=C(C=C1)C#N)N(C(CCl)=O)CC(=O)NC1=C(C=CC(=C1)Cl)N1N=NC(=C1)Cl)=O